15(R)-hydroxy-eicosa-8Z,11Z,13E-trienoic acid O[C@@H](/C=C/C=C\C\C=C/CCCCCCC(=O)O)CCCCC